1-isopropyl-8-methoxy-1H-[1,2,3]triazolo[4,5-h]quinazoline-4-carboxylic acid methyl ester COC(=O)C=1C=C2C=NC(=NC2=C2C1N=NN2C(C)C)OC